FC1=C(CC=2C=3N(C=C(N2)C2=NC(=NN2)C(F)F)C=CN3)C=CC=C1 8-(2-Fluorobenzyl)-6-(3-(difluoromethyl)-1H-1,2,4-triazol-5-yl)imidazo[1,2-a]pyrazine